Methyl (1-(2-(6-(3-(Difluoromethyl)-4-fluorophenyl)-3-fluoro-1H-pyrazolo[4,3-b]pyridin-1-yl)acetyl)azetidin-3-yl)carbamate FC(C=1C=C(C=CC1F)C=1C=C2C(=NC1)C(=NN2CC(=O)N2CC(C2)NC(OC)=O)F)F